FC1(CCN(CC1)CC(=O)N1CCC(CC1)C=1C=C2C(=C(NC2=CC1)C1=CC(=NC(=C1)C)C)C(C)C)F 2-(4,4-difluoropiperidin-1-yl)-1-(4-(2-(2,6-dimethylpyridin-4-yl)-3-isopropyl-1H-indol-5-yl)piperidin-1-yl)ethan-1-one